FC1(C(C(C(C2(C(C(C(C(C12F)(F)F)(F)F)(F)F)(F)F)F)(F)F)(F)F)(F)F)F perfluorodecaline